2-Methyl-propane-2-sulfinic acid [(1r,3s)-1-(4-bromo-3-chloro-phenyl)-2-hydroxymethyl-1,3-dimethyl-pentyl] amide BrC1=C(C=C(C=C1)[C@](C([C@H](CC)C)CO)(C)NS(=O)C(C)(C)C)Cl